COC(=O)C1CN2C(CC3(C2CC1)CC3)=O methyl-3'-oxohexahydro-2'H-spiro[cyclopropane-1,1'-indolizine]-6'-Carboxylate